(2R,3R,4R)-2-(6-Chloro-8-(phenylethynyl)-2-(thiophen-2-yl)-9H-purin-9-yl)tetrahydrofuran-3,4-diyl diacetate C(C)(=O)O[C@H]1[C@@H](OC[C@H]1OC(C)=O)N1C2=NC(=NC(=C2N=C1C#CC1=CC=CC=C1)Cl)C=1SC=CC1